4-(3-chloro-4-methoxyphenyl)-5-isopentylthiazol ClC=1C=C(C=CC1OC)C=1N=CSC1CCC(C)C